F/C=C(\CN)/COC1=CC2=C(N=C(O2)C2CCC(CC2)C2=CC=CC=C2)C=C1 (E)-3-fluoro-2-(((2-(4-phenyl-cyclohexyl)benzo[d]oxazol-6-yl)oxy)methyl)prop-2-en-1-amine